CC#CCC methyl-butyne